(S)-3-(3-(4-hydroxy-1-methyl-2-oxo-1,2-dihydropyridin-3-yl)ureido)-3-(3'-methoxy-6-methylbiphenyl-3-yl)propanoic acid ethyl ester C(C)OC(C[C@@H](C=1C=C(C(=CC1)C)C1=CC(=CC=C1)OC)NC(=O)NC=1C(N(C=CC1O)C)=O)=O